CNC(C[C@H](CC(C)C)NC=1C2=C(N=C(N1)N1CC3(CN(C3)C(C=C)=O)CC1)CCCO2)=O (3S)-N,5-dimethyl-3-((2-(2-(2-propenoyl)-2,6-diazaspiro[3.4]octan-6-yl)-7,8-dihydro-6H-pyrano[3,2-d]pyrimidin-4-yl)amino)hexanamide